O=C1C(=C(C=NN1)N1[C@@H]([C@@H]2C[C@@H]2C1)CCCN1C(C=2C=CC(=NC2C=C1)C1=NC=C(C=C1)C(F)(F)F)=O)C(F)(F)F 6-[3-[(1R,2R,5S)-3-[6-oxo-5-(trifluoromethyl)-1H-pyridazin-4-yl]-3-azabicyclo[3.1.0]hexan-2-yl]propyl]-2-[5-(trifluoromethyl)-2-pyridyl]-1,6-naphthyridin-5-one